4-((5-(2-Chlorophenyl)-1-(4-(trifluoromethyl)benzyl)-1H-indol-7-amido)methyl)benzoic acid ClC1=C(C=CC=C1)C=1C=C2C=CN(C2=C(C1)C(=O)NCC1=CC=C(C(=O)O)C=C1)CC1=CC=C(C=C1)C(F)(F)F